The molecule is zwitterionic form of N-methyl-L-phenylalanine arising from transfer of a proton from the carboxy to the amino group; major species at pH 7.3. It is a tautomer of a N-methyl-L-phenylalanine. C[NH2+][C@@H](CC1=CC=CC=C1)C(=O)[O-]